3-(4-((2-aminoethyl)sulfanyl)-1,2,5-oxadiazol-3-yl)-4-(3-bromo-4-fluorophenyl)-1,2,4-oxadiazol-5(4H)-one hydrochloride Cl.NCCSC=1C(=NON1)C1=NOC(N1C1=CC(=C(C=C1)F)Br)=O